CC([C@H]1CC[C@H]2[C@@H]3CCC4=CC(CC[C@@]4(C)[C@@H]3CC[C@]12C)=O)=O (9β,10α)-pregn-4-ene-3,20-dione